(3-(trifluoromethyl)cyclobutyl)zinc (II) chloride [Cl-].FC(C1CC(C1)[Zn+])(F)F